FC1=C(C=CC2=C1N(C(=N2)C2=CC=C(C=C2)S(=O)(=O)C)C)C2CCN(CC2)C2CCN(CCC2)C(C)C 7-Fluoro-6-(1-(1-isopropylazepan-4-yl)piperidin-4-yl)-1-methyl-2-(4-(methylsulfonyl)phenyl)-1H-benzo[d]imidazol